6-methyl-5-nitropyridine-3-carboxylic acid methyl ester COC(=O)C=1C=NC(=C(C1)[N+](=O)[O-])C